(S)-2-(1-(4-chlorothiazol-2-yl)-1H-pyrazol-4-yl)-N-(3-cyclopropyl-1H-pyrazol-5-yl)propanamide ClC=1N=C(SC1)N1N=CC(=C1)[C@@H](C(=O)NC1=CC(=NN1)C1CC1)C